6-(pyridin-3-yl)pyrimidin N1=CC(=CC=C1)C1=CC=NC=N1